4-chloro-2-(3-pyridyl)indazole chloroformate ClC(=O)O.ClC=1C2=CN(N=C2C=CC1)C=1C=NC=CC1